COC(C1=CC=C(C=C1)C1=NOC(=C1)C1=NNC2=CC(=CC=C12)C(F)(F)F)=O 4-[5-(6-trifluoromethyl-1H-indazol-3-yl)-isoxazol-3-yl]-benzoic acid methyl ester